Cyanomethyl benzoate C(C1=CC=CC=C1)(=O)OCC#N